N1C=2C(=NC=C1)N=CC2C(=O)N pyrrolo[2,3-b]Pyrazine-7-carboxamide